The molecule is dianion of dTDP-4-dehydro-6-deoxy-D-galactose arising from deprotonation of the diphosphate OH groups; major species at pH 7.3. It is a conjugate base of a dTDP-4-dehydro-6-deoxy-D-galactose. C[C@@H]1C(=O)[C@@H]([C@H](C(O1)OP(=O)([O-])OP(=O)([O-])OC[C@@H]2[C@H](C[C@@H](O2)N3C=C(C(=O)NC3=O)C)O)O)O